COC1=CC=C(COC=2C(=NC(=CC2)C)C(C)=O)C=C1 1-(3-((4-methoxybenzyl)oxy)-6-methylpyridin-2-yl)ethan-1-one